C(CCC)OC(NC1=CC(=C(C=C1)OCCCC)N1N=C(C=C1N)C(C)(C)C)=O [3-[5-amino-3-(1,1-dimethylethyl)-1H-pyrazol-1-yl]-4-butoxyphenyl]-carbamic acid butyl ester